2,3-dibromo-3-(4-bromophenyl)-1-phenylpropan-1-one BrC(C(=O)C1=CC=CC=C1)C(C1=CC=C(C=C1)Br)Br